C1=C(C(=CC=C1N1C(CCCC1)C(=O)N)C)C 6-xylyl-piperidine-2-carboxamide